C(#N)C=1C(=CC(=NC1)N1CCCC2=CC(=C(N=C12)C=O)CN1C(CN(CC1)C)=C=O)N1C[C@H](CC1)OC (S)-N-(5-Cyano-4-(3-methoxypyrrolidin-1-yl)pyridin-2-yl)-7-formyl-6-((4-methyl-2-carbonylpiperazin-1-yl)methyl)-3,4-dihydro-1,8-naphthyridin